N-[(1S)-1-[1-(2-hydroxyethyl)azetidin-3-yl]ethyl]-5-[4-(trifluoromethyl)phenyl]naphthalene-2-carboxamide OCCN1CC(C1)[C@H](C)NC(=O)C1=CC2=CC=CC(=C2C=C1)C1=CC=C(C=C1)C(F)(F)F